C(CC1=NNC(=N1)SC(C)C)C1=NNC(=N1)SC(C)C 3,3'-ethylenebis(5-isopropylthio-1,2,4-triazole)